hydroxyselenomethionine tert-butyl-3-(3-amino-2-fluorophenoxy)-2-methyl-6-nitrobenzoate C(C)(C)(C)C1=C(C(=C(C(=O)O)C(=C1)[N+](=O)[O-])C)OC1=C(C(=CC=C1)N)F.ON[C@@H](CC[Se]C)C(=O)O